C1(=CC=CC=C1)C(C(C)[Al](C(C(C)C1=CC=CC=C1)C)C(C(C)C1=CC=CC=C1)C)C tri-(2-phenyl-methyl-propyl)-aluminum